C(C)(=O)O[C@@H]1[C@H](OC([C@H]([C@H]1OC(C)=O)OC(C)=O)OCCBr)COC(C)=O (2R,3R,4S,5S)-2-(acetoxymethyl)-6-(2-bromoethoxy)tetrahydro-2H-pyran-3,4,5-triyl triacetate